[4-(2-ethylhexyl-oxycarbonyl)anilino]1,3,5-triazine C(C)C(COC(=O)C1=CC=C(NC2=NC=NC=N2)C=C1)CCCC